2-(4,4-difluoro-3-methylazepan-1-yl)-N-(2-sulfamoylpyridin-4-yl)-5-(trifluoromethyl)-nicotinamide FC1(C(CN(CCC1)C1=C(C(=O)NC2=CC(=NC=C2)S(N)(=O)=O)C=C(C=N1)C(F)(F)F)C)F